ClC=1C(=C(C=CC1)C1(CCC1)CN1[C@@H](C[C@@](CC1)(C(=O)O)CC1=NC(=CC=C1F)NC1=NNC(=C1)C)C)F (2R,4R)-1-((1-(3-chloro-2-fluorophenyl)cyclobutyl)methyl)-4-((3-fluoro-6-((5-methyl-1H-pyrazol-3-yl)amino)pyridin-2-yl)methyl)-2-methylpiperidine-4-carboxylic acid